N1C(CCCC1)C=1NC(=CN1)C(=O)N 2-(piperidin-2-yl)-1H-imidazole-5-carboxamide